7-hydroxy-cholesterol OC1[C@H]2[C@@H]3CC[C@H]([C@@H](CCCC(C)C)C)[C@]3(CC[C@@H]2[C@]2(CC[C@@H](CC2=C1)O)C)C